(R)-(2-(6-fluoro-3-methoxyquinolin-8-yl)-7,8-dihydro-[1,4]dioxino[2',3':3,4]benzo[1,2-d]thiazol-7-yl)methyl (2-methylpyrimidin-5-yl)carbamate CC1=NC=C(C=N1)NC(OC[C@@H]1OC2=C(C3=C(N=C(S3)C=3C=C(C=C4C=C(C=NC34)OC)F)C=C2)OC1)=O